FC(CN1N=C(C(=C1)C1=CN=C2N1C=CN=C2NC2=CC(=C(C(=O)NCC#C)C(=C2)C)F)C(F)(F)F)F 4-[[3-[1-(2,2-difluoroethyl)-3-(trifluoromethyl)pyrazol-4-yl]imidazo[1,2-a]pyrazin-8-yl]amino]-2-fluoro-6-methyl-N-prop-2-ynylbenzamide